C1C(C12CC2)C(=O)O spiro[2.2]pentane-2-carboxylic acid